3-(4-(benzyloxy)phenoxy)oxetane C(C1=CC=CC=C1)OC1=CC=C(OC2COC2)C=C1